COC=1C=NC2=CC=CN=C2C1C 3-methoxy-4-methyl-1,5-naphthyridine